6-chloro-8-fluoro-[1,2,4]triazolo[1,5-a]pyridine-2-carboxylic acid ethyl ester C(C)OC(=O)C1=NN2C(C(=CC(=C2)Cl)F)=N1